(2r,5s)-cis-furan O1C=CC=C1